C(C)N(S(=O)(=O)C=1N=C(SC1)C(=O)N)C(C(F)(F)F)C1=CC=C(C=C1)F 4-(N-ethyl-N-(2,2,2-trifluoro-1-(4-fluorophenyl)ethyl)sulfamoyl)thiazole-2-carboxamide